4-chloro-6-(3,3-difluorocyclopentyl)-2-methyl-pyrido[3,4-d]pyridazine-1,7-dione ClC1=NN(C(C=2C1=CN(C(C2)=O)C2CC(CC2)(F)F)=O)C